6-bromo-3-(4-fluoro-1-methyl-1H-indazol-5-yl)-1,3-oxazin-2-one BrC1=CCN(C(O1)=O)C=1C(=C2C=NN(C2=CC1)C)F